C(CCCCCCCCC=CCCCCCCCCC)(=O)O 10-Eicosenoic acid